[2-(trimethylsilyl)ethoxy]methylindazole-7-carboxylate C[Si](CCOCOC(=O)C=1C=CC=C2C=NNC12)(C)C